N[C@@H]1[C@@H](N(CC1)C(=O)OCC1=CC=CC=C1)CO[C@@H]1CC[C@@H](CC1)C1=CC=CC=C1 benzyl (CIS)-3-amino-2-((((CIS)-4-phenylcyclohexyl)oxy)methyl)pyrrolidine-1-carboxylate